ClC=1C=CC(=C(C1)C1=CC(=C2CCCCN12)C(=O)N(CC1=C(C=CC=C1)C#N)C1=CC=C(C=C1)Cl)C(=O)N1CC2=CC=CC=C2C[C@H]1CN1CCOCC1 3-[5-chloro-2-[(3S)-3-(morpholinomethyl)-3,4-dihydro-1H-isoquinoline-2-carbonyl]phenyl]-N-(4-chlorophenyl)-N-[(2-cyanophenyl)methyl]-5,6,7,8-tetrahydroindolizine-1-carboxamide